C(C)(C)(C)OC(=O)N[C@@H](CC(=O)OCC)C=1C=C(C=C(C1F)C1CC1)C1=C(C=CC=C1O)Cl Ethyl (S)-3-((tert-butoxycarbonyl)amino)-3-(2'-chloro-5-cyclopropyl-4-fluoro-6'-hydroxy-[1,1'-biphenyl]-3-yl)propanoate